N-Methyl-N-n-octadecylamine CNCCCCCCCCCCCCCCCCCC